N1=C(SC2=C1C=1CCOC1C=C2)N2CNC[C@H]2C#C |r| (RS)-1-(7,8-dihydrobenzofuro[4,5-d]thiazol-2-yl)-5-ethynylimidazolidin